BrC1=C(CNS(=O)(=O)C2=CC=C(C=C2)NC(=O)NCC2=CC=NC=C2)C=C(C=C1)Br N-(2,5-dibromobenzyl)-4-(3-(pyridin-4-ylmethyl)ureido)benzenesulfonamide